N=CC(=O)OCCC propyl iminoacetate